N1=NC=CC=CC=C1 diazocin